2,4-dichloro-5-methyl-7,8-dihydro-6H-cyclopenta[b][1,8]naphthyridine ClC=1C=C(C=2C(=C3C(=NC2N1)CCC3)C)Cl